(R)-3-(5-((S)-1-benzyl-azepan-4-yl)-1-oxo-isoindolin-2-yl)piperidine-2,6-dione C(C1=CC=CC=C1)N1CC[C@H](CCC1)C=1C=C2CN(C(C2=CC1)=O)[C@H]1C(NC(CC1)=O)=O